C[Si](NC(CC1=CC=CC=C1)C)(C)C trimethyl-N-(1-phenyl-2-propyl)silylamine